(3R)-4-amino-N-(2,2-dimethylpropyl)-3-methyl-N-((5-(trifluoromethyl)-2-pyridinyl)methyl)-1,3-dihydrofuro[3,4-c]quinoline-8-carboxamide NC1=NC=2C=CC(=CC2C2=C1[C@H](OC2)C)C(=O)N(CC2=NC=C(C=C2)C(F)(F)F)CC(C)(C)C